Ethylene Chlorine TriFluorine [F].[F].[F].[Cl].C=C